C(C)(C)C=1C=2N(N=CC1C(=O)OCC)C(=C(N2)C)N2CCCCC2 ethyl 8-isopropyl-2-methyl-3-(piperidin-1-yl)imidazo[1,2-b]pyridazine-7-carboxylate